O=C1NC(CCC1N1C(C2=CC=C(C=C2C1)[C@@]1([C@H](CN(CC1)CC1CCNCC1)O)O)=O)=O 4-(((3S,4S)-4-(2-(2,6-Dioxopiperidin-3-yl)-1-oxoisoindoline-5-yl)-3,4-dihydroxypiperidin-1-yl)methyl)piperidine